CN1C=NC(=C1C)C(=O)OCC([C@H](C[C@H]1C(NCC1)=O)NC([C@@H](NC(=O)C=1NC2=CC=CC(=C2C1)OC)CC(C)C)=O)=O (3S)-3-({N-[(4-methoxy-1H-indol-2-yl) carbonyl]-L-leucyl}amino)-2-oxo-4-[(3S)-2-oxopyrrolidin-3-yl]butyl 1,5-dimethyl-1H-imidazole-4-carboxylate